Cl.ClC1=C2CCN[C@@H](C2=C(C(=C1)F)OCC=1N=NN(C1C(F)F)C)CN1C(CCC1)=O (S)-1-((5-chloro-8-((5-(difluoromethyl)-1-methyl-1H-1,2,3-triazol-4-yl)methoxy)-7-fluoro-1,2,3,4-tetrahydroisoquinolin-1-yl)methyl)pyrrolidin-2-one hydrochloride